5-benzyldibenzo[c,e][1,2]thiazine-5-oxide C(C1=CC=CC=C1)S1(NC2=C(C3=C1C=CC=C3)C=CC=C2)=O